C(=O)(O)C(CO)NCC=1N=NN(C1)CCOC=1C(=C(C=CC1)C1=C(C=CC=C1)C)C 3'-(2-(4-(((1-carboxy-2-hydroxyethyl)amino)methyl)-1H-1,2,3-triazol-1-yl)ethoxy)-2,2'-dimethyl-[1,1'-biphenyl]